(oxazol-5-ylmethyl)-1H-benzo[d]imidazole-6-carboxylic acid O1C=NC=C1CN1C=NC2=C1C=C(C=C2)C(=O)O